NC=1C=CC(=NC1C1=C(C=CC=C1OC)F)NC1=NC=C(C(=O)N)C(=C1)N1C[C@H](CCC1)O 6-((5-amino-6-(2-fluoro-6-methoxyphenyl)pyridin-2-yl)amino)-4-((S)-3-hydroxypiperidin-1-yl)nicotinamide